C(C)(C)C1=C(NC2=CC=C(C=C12)C1CCNCC1)C=1C=2N(C=CC1)N=C(N2)C 8-(3-isopropyl-5-(piperidin-4-yl)-1H-indol-2-yl)-2-methyl-[1,2,4]triazolo[1,5-a]pyridine